Tricyclo[7.2.1.02,6]dodecane C12C3CCCC3CCC(CC1)C2